NC1=CC(C(NC1=NC=1C(=NN2C1C=CC=C2)OCC)=NC=2C(=NN1C2C=CC=C1)OCC)=N N,N'-(5-Amino-3-iminopyridin-2,6(1H,3H)-diyliden)bis(2-ethoxypyrazolo[1,5-a]pyridin-3-amin)